N-(4-(5-(4-(5-(difluoromethyl)-1,3,4-oxadiazol-2-yl)-2-fluorobenzyl)-1,2,4-oxadiazol-3-yl)phenyl)-4,5-dihydro-1H-imidazol-2-amine FC(C1=NN=C(O1)C1=CC(=C(CC2=NC(=NO2)C2=CC=C(C=C2)NC=2NCCN2)C=C1)F)F